C(C1=CC=CC=C1)C1=NNC=N1 3-benzyl-1H-1,2,4-triazole